ClC=1C=C(C(=C(C1)C1=NN(C=C1C1=NC(=NC=C1)NC[C@H](C)NC(OC)=O)C(C)C)F)NS(=O)(=O)C (S)-methyl 1-(4-(3-(5-chloro-2-fluoro-3-(methylsulfonamido)phenyl)-1-isopropyl-1H-pyrazol-4-yl)pyrimidin-2-ylamino)propan-2-ylcarbamate